[Ne].[He] Helium Neon